2-(2-(((6-((1r,3r)-3-((dimethylamino)methyl)cyclobutyl)benzo[d]thiazol-2-yl)methyl)carbamoyl)-2,3-dihydro-1H-inden-2-yl)acetic acid CN(C)CC1CC(C1)C1=CC2=C(N=C(S2)CNC(=O)C2(CC3=CC=CC=C3C2)CC(=O)O)C=C1